C(=O)(OCC1C2=CC=CC=C2C2=CC=CC=C12)Cl fmocchloride